2-chloro-4-(chloro(cyclopropyl)(4-methyl-4H-1,2,4-triazol-3-yl)methyl)-6-cyclopropylpyridine ClC1=NC(=CC(=C1)C(C1=NN=CN1C)(C1CC1)Cl)C1CC1